N1C=CC2=C(C=CC=C12)CN1CCC2(CN(C2)C2=NC=NC3=CC=C(C=C23)CC(F)(F)F)CC1 4-(7-((1H-indol-4-yl)methyl)-2,7-diazaspiro[3.5]nonan-2-yl)-6-(2,2,2-trifluoroethyl)quinazoline